C(CC)OC1=C(C(=C(C=C1)C1=CC=C(C=C1)C1CCC(CC1)C=O)F)F 4-(4'-propoxy-2',3'-difluoro-[1,1'-biphenyl]-4-yl)cyclohexane-1-formaldehyde